C(C)(=O)OC=1C(=NC=CC1OC)C(=O)N[C@H](C(=O)OC(C(C)N1C=CC2=C(C=CC(=C12)Br)F)C)C [rac-2-(7-bromo-4-fluoro-indol-1-yl)-1-methyl-propyl] (2S)-2-[(3-acetoxy-4-methoxy-pyridine-2-carbonyl)amino]propanoate